(S)-N,N-BIS(4-METHOXYBENZYL)-1-(2-METHOXYETHOXY)HEX-5-ENE-2-SULFONAMIDE COC1=CC=C(CN(S(=O)(=O)[C@H](COCCOC)CCC=C)CC2=CC=C(C=C2)OC)C=C1